Methyl 2,4-Dihydroxybenzoate OC1=C(C(=O)OC)C=CC(=C1)O